The molecule is an alkaloid that is an enamide obtained by the formal condensation of tiglic acid with 6-(2-amino-1-hydroxyethyl)-4H-pyrido[2,3,4-kl]acridin-4-one. It is isolated from the Okinawan marine tunicate Cystodytes dellechiajei and exhibits cytotoxicity against human epidermoid carcinoma KB cells It has a role as a metabolite and an antineoplastic agent. It is an alkaloid, an enamide, an enone, an organic heterotetracyclic compound, a secondary alcohol and a secondary carboxamide. It derives from a tiglic acid. C/C=C(\\C)/C(=O)NCC(C1=CC(=O)C2=NC=CC3=C2C1=NC4=CC=CC=C34)O